(S)-N-((S)-1-(5-(2-cyclopropylquinolin-6-yl)oxazol-2-yl)-7-oxononyl)-6-isopropyl-6-azaspiro[2.5]octane-1-carboxamide C1(CC1)C1=NC2=CC=C(C=C2C=C1)C1=CN=C(O1)[C@H](CCCCCC(CC)=O)NC(=O)[C@H]1CC12CCN(CC2)C(C)C